CC=1C=C2C(=NC=NC2=CC1)N[C@@H](CCOC1CC(C1)CCC1=NC=2NCCCC2C=C1)C(=O)O N-(6-methylquinazolin-4-yl)-O-(3-(2-(5,6,7,8-tetrahydro-1,8-naphthyridin-2-yl)ethyl)cyclobutyl)homoserine